(S)-1-(4-(3-((1r,3r,5S,7S)-3,5-dimethyladamantan-1-yl)ureido)-3-fluorobenzyl)piperidine-3-carboxylic acid ethyl ester C(C)OC(=O)[C@@H]1CN(CCC1)CC1=CC(=C(C=C1)NC(=O)NC12C[C@]3(C[C@](CC(C1)C3)(C2)C)C)F